(1R,2S)-1-(5-chloropyrimidin-2-yl)-N-(5-((1r,4R)-4-(difluoromethoxy)cyclohexyl)-4-(4,6-dimethoxypyrimidin-5-yl)-4H-1,2,4-triazol-3-yl)-1-methoxypropane-2-sulfonamide ClC=1C=NC(=NC1)[C@H]([C@H](C)S(=O)(=O)NC1=NN=C(N1C=1C(=NC=NC1OC)OC)C1CCC(CC1)OC(F)F)OC